NCC(C(=O)N)COCCOCC#C 2-(aminomethyl)-3-(2-prop-2-ynoxyethoxy)propanamide